COC=1C=CC2=C(C1)S(CC1=C2N(N=C1C(=O)N1C(COCC1)C=O)C1=CC=C(C=C1)CN1CCOCC1)(=O)=O 4-(7-methoxy-1-(4-(morpholinomethyl)phenyl)-5,5-dioxo-1,4-dihydrothiochromeno[4,3-c]pyrazole-3-carbonyl)morpholine-3-carbaldehyde